O[C@@H]1C[C@H](N(C1)C(=O)[C@H]([C@H](CC)C)NC(OC(C)(C)C)=O)C=1NC=CN1 tert-Butyl N-[(1S,2S)-1-[(2S,4R)-4-hydroxy-2-(1H-imidazol-2-yl)pyrrolidine-1-carbonyl]-2-methylbutyl]carbamate